2-(PIPERAZIN-1-YL)PYRIMIDINE-5-CARBALDEHYDE N1(CCNCC1)C1=NC=C(C=N1)C=O